N=1C=CN2C1C=C(C=C2)C2(CN(C2)C)C#N 3-imidazo[1,2-a]pyridin-7-yl-1-methyl-azetidine-3-carbonitrile